N'-((1,2,3,5,6,7-hexahydro-s-indacen-4-yl)carbamoyl)cyclobutane-sulfonimidamide C1CCC2=C(C=3CCCC3C=C12)NC(=O)N=S(=O)(N)C1CCC1